BrC1=C(C=CC=C1C)OC 2-bromo-1-methoxy-3-methyl-benzene